2-(dimethylamino)-2-[(4-methylphenyl)methyl]-1-[4-(4-morpholinyl)phenyl]1-butanone CN(C(C(=O)C1=CC=C(C=C1)N1CCOCC1)(CC)CC1=CC=C(C=C1)C)C